CN1C[C@H]2[C@@H](CC1)CCN2C=2C(N(C(=NN2)C2=C(C=C(C=C2)C(F)(F)F)O)C)=O 6-[(3aS,7aR)-6-Methyl-3,3a,4,5,7,7a-hexahydro-2H-pyrrolo[2,3-c]pyridin-1-yl]-3-[2-hydroxy-4-(trifluoromethyl)phenyl]-4-methyl-1,2,4-triazin-5-one